C(C1=CC=CC=C1)N(CCC(C(=O)O)NC(C1=C(C(=CC=C1)F)Cl)=O)CCCCC1=NC=2NCCCC2C=C1 4-[benzyl-[4-(5,6,7,8-tetrahydro-1,8-naphthyridin-2-yl)butyl]amino]-2-[(2-chloro-3-fluoro-benzoyl)amino]butanoic acid